B1OCCO1 2,5-dioxaborolan